C(C1=CC=CC=C1)(=O)NN1C(SCC1=O)=O 3-benzamido-1,3-thiazolidine-2,4-dione